(±)-allyl 2-[4-[3-[tert-butylsulfinyl(2-trimethylsilylethoxymethyl)amino]oxetan-3-yl] phenyl]-2-tetrahydropyran-4-yl-acetate C(C)(C)(C)S(=O)N(C1(COC1)C1=CC=C(C=C1)C(C(=O)OCC=C)C1CCOCC1)COCC[Si](C)(C)C